BrC1=CC(=NC=C1)NC([C@H](C1CCC(CC1)C)NC(OC(C)(C)C)=O)=O tert-butyl ((S)-2-((4-bromopyridin-2-yl)amino)-1-((1r,4S)-4-methylcyclohexyl)-2-oxoethyl)carbamate